C(C1=CC=CC=C1)(=O)NC=1C=2N=CN([C@H]3[C@@H]([C@H](O)[C@@H](COC(C4=CC=CC=C4)(C4=CC=C(C=C4)OC)C4=CC=C(C=C4)OC)O3)F)C2N=CN1 N-benzoyl-5'-O-[bis(4-methoxyphenyl)phenylmethyl]-2'-deoxy-2'-fluoroadenosine